(R,E)-1-(3-(4-amino-3-(4-phenoxyphenyl)-1H-pyrazolo[3,4-d]pyrimidin-1-yl)piperidine-1-yl)-4-(piperazin-1-yl)but-2-en-1-one NC1=C2C(=NC=N1)N(N=C2C2=CC=C(C=C2)OC2=CC=CC=C2)[C@H]2CN(CCC2)C(\C=C\CN2CCNCC2)=O